CC=1C(=NC=CN1)N1CC(CCC1)(CCCC1=CC=CC=C1)CO (1-(3-Methylpyrazin-2-yl)-3-(3-phenylpropyl)piperidin-3-yl)methanol